N1=C(C=CC=2CCCNC12)CCOC=1C=C2C=NN(C2=CC1)C(CC(=O)O)C=1C=NC=2NCCCC2C1 3-(5-(2-(5,6,7,8-Tetrahydro-1,8-naphthyridin-2-yl)ethoxy)-1H-indazol-1-yl)-3-(5,6,7,8-tetrahydro-1,8-naphthyridin-3-yl)propanoic acid